ethyl-4-hydroxy-1-methyl-6-nitro-2-oxo-1,2-dihydro-1,8-naphthyridine-3-carboxylate C(C)OC(=O)C=1C(N(C2=NC=C(C=C2C1O)[N+](=O)[O-])C)=O